2-ethyl-butanenitrile C(C)C(C#N)CC